1-(ethylthio)-2-methyl-benzene C(C)SC1=C(C=CC=C1)C